CC1=C(C=CC=C1)N1C(CCCC1)=O 1-(2-methylphenyl)-piperidin-2-one